C(C1=CC=CC=C1)OC=1C=C(C=CC1OCC1=CC=CC=C1)C1=NC2=CC(=CC=C2C(C1OCC1=CC=CC=C1)=O)OCC1=CC=CC=C1 2-(3,4-dibenzyloxyphenyl)-3,7-dibenzyloxyquinolin-4-one